CCC(CCCCCCCCC)OC1CO1 3-dodecoxyethylene oxide